4-((3S,5R)-1,1-difluoro-6-((5-methoxy-7-methyl-1H-indol-4-yl)methyl)-6-azaspiro[2.5]octan-5-yl)benzoic acid FC1(C[C@]12C[C@@H](N(CC2)CC2=C1C=CNC1=C(C=C2OC)C)C2=CC=C(C(=O)O)C=C2)F